NCCCNCCNCCCN N,N'-Bis-(3-aminopropyl)-1,2-ethylenediamine